6'-(benzyloxy)-1'-(4-(4-(dimethoxymethyl)piperidin-1-yl)phenyl)-3',4'-dihydro-1'H-spiro[cyclohexane-1,2'-naphthalen]-1'-ol C(C1=CC=CC=C1)OC=1C=C2CCC3(C(C2=CC1)(O)C1=CC=C(C=C1)N1CCC(CC1)C(OC)OC)CCCCC3